5-tert-butyl-2-fluoro-aniline C(C)(C)(C)C=1C=CC(=C(N)C1)F